NC=1NC(C2=C(N1)NC=C2CNCCC(C)(C2=CC=CC=C2)C)=O N-((2-amino-4-oxo-4,7-dihydro-3H-pyrrolo[2,3-d]pyrimidin-5-yl)methyl)-3-methyl-3-phenylbutan-1-amine